(2S,3R,4R,5S,6R)-2-(3-(benzo[b]thiophen-2-ylmethyl)-4-fluorophenyl)-6-(hydroxymethyl)tetrahydro-2H-pyran-3,4,5-triol S1C2=C(C=C1CC=1C=C(C=CC1F)[C@@H]1O[C@@H]([C@H]([C@@H]([C@H]1O)O)O)CO)C=CC=C2